[Si](C)(C)(C(C)(C)C)OC=1C(=C(C(=CC1)Cl)N1C(N=C(C=C1)OC)Cl)Cl N-(3-((tert-butyldimethylsilyl)oxy)-2,6-dichlorophenyl)-2-chloro-4-methoxypyrimidine